NC[C@@]1([C@@H]2CCN(C[C@H]12)C1=CN=C2C(=N1)NN=C2C=2C=C1C(=CC=NC1=CC2)N)C2=C(C=CC=C2)F 6-(6-((1S,6R,7R)-7-(aminomethyl)-7-(2-fluorophenyl)-3-azabicyclo[4.1.0]heptan-3-yl)-1H-pyrazolo[3,4-b]pyrazin-3-yl)quinolin-4-amine